N-(2,4-dimethoxybenzyl)-5-ethyl-N-(4-ethylbenzo[d]isoxazol-3-yl)-2-methoxybenzenesulfonamide COC1=C(CN(S(=O)(=O)C2=C(C=CC(=C2)CC)OC)C2=NOC3=C2C(=CC=C3)CC)C=CC(=C1)OC